FC(OC1=C(C=CC(=C1F)F)[C@@H]1[C@@H](O[C@]([C@@H]1C)(C(F)(F)F)C)C(=O)NC1=CC(=NC=C1C)C(=O)N)F (2R,3R,4R,5R)-4-[[3-[2-(difluoromethoxy)-3,4-difluoro-phenyl]-4,5-dimethyl-5-(trifluoromethyl)tetrahydrofuran-2-carbonyl]amino]-5-methyl-pyridine-2-carboxamide